ClC1=C(N)C(=CC(=C1)C(F)(F)F)Cl 2,6-dichloro-4-trifluoromethyl-aniline